FC1=CC=C(CC2=NSC(=N2)NC2CC3(CC(C3)NC(OC(C)(C)C)=O)C2)C=C1 tert-butyl 6-(3-(4-fluorobenzyl)-1,2,4-thiadiazol-5-ylamino)spiro[3.3]heptan-2-ylcarbamate